5-(2'-hydroxyethyl)bicyclo[2.2.1]Hept-2-ene OCCC1C2C=CC(C1)C2